BrC=1C=C(C(=NC1)N)SC 5-bromo-3-(methylsulfanyl)pyridin-2-amine